2-[1-(2-Chloro-5-methoxy-pyridin-4-yl)-azetidin-3-yl]-1-(3,6,7,8-tetrahydro-1H-2,4-diaza-as-indacen-2-yl)-ethanone ClC1=NC=C(C(=C1)N1CC(C1)CC(=O)N1CC2=C3CCCC3=CN=C2C1)OC